ClC1=CC(=[N+](C=C1)[O-])N1C(CCC1)NC(C1=C(C=CC=C1C(C)C)C(C)C)=O 4-chloro-2-(2-(2,6-diisopropylbenzamido)pyrrolidinyl)pyridine 1-oxide